1-(4-methoxybenzyl)-3-(((trifluoromethyl)sulfonyl)oxy)-1H-pyrazole-5-carboxylic acid methyl ester COC(=O)C1=CC(=NN1CC1=CC=C(C=C1)OC)OS(=O)(=O)C(F)(F)F